6-bromo-2-(2-chloro-5-fluorobenzyl)-3-fluoroaniline BrC1=CC=C(C(=C1N)CC1=C(C=CC(=C1)F)Cl)F